N1(CCC1)CCCC1C=CC2=CC=CC=C12 1-(3-(azetidin-1-yl)propyl)indene